ClC1=NN2C(C(=N1)NCC1=C(C=CC=C1)N1N=C(C=C1)N(C)C)=NC=C2C(=C)C 2-chloro-N-(2-(3-(dimethylamino)-1H-pyrazol-1-yl)benzyl)-7-(prop-1-en-2-yl)imidazo[2,1-f][1,2,4]triazin-4-amine